2,3-dichlorotetrahydrofuran ClC1OCCC1Cl